Trimethyl-1,3,5-triazine-1,3,5(2H,4H,6H)-triethanol CC1N(C(N(CN1CCO)CCO)(C)C)CCO